4-((2-(((4-(Aminomethyl)pyridin-2-yl)oxy)methyl)-4-(4-fluorophenyl)pyrrolidin-1-yl)sulfonyl)thiomorpholine 1,1-dioxide NCC1=CC(=NC=C1)OCC1N(CC(C1)C1=CC=C(C=C1)F)S(=O)(=O)N1CCS(CC1)(=O)=O